1,5-bis(4-azido-2,3,5,6-tetrafluorophenyl)penta-1,4-diene-3-one N(=[N+]=[N-])C1=C(C(=C(C(=C1F)F)C=CC(C=CC1=C(C(=C(C(=C1F)F)N=[N+]=[N-])F)F)=O)F)F